6-(4-methylphenyl)-7-deazapurine CC1=CC=C(C=C1)C1=C2CC=NC2=NC=N1